Dimercaptodithiadiazole SS1(SNN=C1)S